(R)-4-(3-fluoro-4-(trifluoromethoxy)benzyl)-3-((prop-2-yn-1-yloxy)methyl)-piperazine-1-carboxylic acid tert-butyl ester C(C)(C)(C)OC(=O)N1C[C@@H](N(CC1)CC1=CC(=C(C=C1)OC(F)(F)F)F)COCC#C